DI-N-BUTYLBIS(DODECYLTHIO)TIN CCCCCCCCCCCCS[Sn](CCCC)(CCCC)SCCCCCCCCCCCC